C(C)C1(COC1)CN1CCN(CC1)C=1C=CC(=NC1)C1=NNC(=C1C(C)C)C=1C=C(C=2N(C1)N=CN2)OC 6-(3-(5-(4-((3-ethyloxetan-3-yl)methyl)piperazin-1-yl)pyridin-2-yl)-4-isopropyl-1H-pyrazol-5-yl)-8-methoxy-[1,2,4]triazolo[1,5-a]pyridine